COC1=C(C=C(C=C1)OC(F)(F)F)NC(=O)NC1CC2(CN(C2)C(=O)C2=C3C(=NC=C2)C=CS3)C1 1-(2-methoxy-5-(trifluoromethoxy)phenyl)-3-(2-(thieno[3,2-b]pyridine-7-carbonyl)-2-azaspiro[3.3]heptan-6-yl)urea